C(C)OC(=O)C1=C(C=2C(=NC=CC2S1)OC)CBr 3-(bromomethyl)-4-methoxythieno[3,2-c]pyridine-2-carboxylic acid ethyl ester